4-(4-Nitrophenoxy)picolinoyl chloride [N+](=O)([O-])C1=CC=C(OC2=CC(=NC=C2)C(=O)Cl)C=C1